8-(6-{[3-(2-Oxo-1-pyrrolidinyl)propyl](cyclopropyl)carbonylamino}-3-pyridyl)-1-(3-methoxypropyl)-3-propylxanthine O=C1N(CCC1)CCCN(C1=CC=C(C=N1)C1=NC=2N(C(N(C(C2N1)=O)CCCOC)=O)CCC)C(=O)C1CC1